4-(5-(difluoromethyl)-2,3-difluorophenyl)butanoic acid FC(C=1C=C(C(=C(C1)CCCC(=O)O)F)F)F